(3-Butoxyphenyl)-(tert-Butoxycarbonyl)ethylamine C(CCC)OC=1C=C(C=CC1)NCCC(=O)OC(C)(C)C